2-piperidinyl-5-nitrobenzenesulphonic acid N1(CCCCC1)C1=C(C=C(C=C1)[N+](=O)[O-])S(=O)(=O)O